tert-butyl ((S)-2-(((3S,6S,9S)-3-(2-bromo-5-chlorobenzyl)-6-isobutyl-1,4-dimethyl-2,5,8-trioxo-1,4,7-triazacyclohexadec-11-en-9-yl)(methyl)amino)-1-cyclopropyl-2-oxoethyl)carbamate BrC1=C(C[C@H]2C(N(CCCCC=CC[C@@H](C(N[C@H](C(N2C)=O)CC(C)C)=O)N(C([C@H](C2CC2)NC(OC(C)(C)C)=O)=O)C)C)=O)C=C(C=C1)Cl